4-[1-(4-amino-3-methyl-1H-pyrazolo[3,4-d]pyrimidin-1-yl)ethyl]-6-chloro-3-ethoxy-2-(1-methylazetidin-3-yl)benzonitrile NC1=C2C(=NC=N1)N(N=C2C)C(C)C2=C(C(=C(C#N)C(=C2)Cl)C2CN(C2)C)OCC